4-(4-(5-(2,6-dimethylpyridin-4-yl)-2-methyl-3H-imidazo[4,5-b]pyridin-3-yl)phenyl)morpholine CC1=NC(=CC(=C1)C1=CC=C2C(=N1)N(C(=N2)C)C2=CC=C(C=C2)N2CCOCC2)C